C(C1=CC=CC=C1)OC=1C(=NC2=CC(=CC(=C2N1)[C@@H](C)NC1=C(C(=O)O)C=CC=C1)C)C#N (R)-2-((1-(3-(benzyloxy)-2-cyano-7-methylquinoxalin-5-yl)ethyl)amino)-benzoic acid